C(C)(C)(C)OC(=O)N1[C@H](CC(C1)CC(=O)OCC)C1=C(C(=CC=C1OCOC)Cl)Cl.NCC1CCC(CC1)CN 1,4-bis(aminomethyl)-cyclohexane tert-butyl-(2R)-2-[2,3-dichloro-6-(methoxymethoxy)phenyl]-4-(2-ethoxy-2-oxoethyl)pyrrolidine-1-carboxylate